3-methyl-6-nitrobenzofuran CC1=COC2=C1C=CC(=C2)[N+](=O)[O-]